F[C@@H]1C[C@H](N(C1)C(=O)OC(C)(C)C)[C@@H](CC1=NC(=CC=C1)C)O (2S,4R)-tert-Butyl 4-fluoro-2-((R)-1-hydroxy-2-(6-methylpyridin-2-yl)ethyl)pyrrolidine-1-carboxylate